CC1=NC=C(C=C1B(O)O)NC(C1=CC(=CC=C1)C(F)(F)F)=O (2-methyl-5-(3-(trifluoromethyl)benzamido)pyridin-3-yl)boronic acid